CC([C@H](CC1=CC=CC=C1)NC(OC)=O)C methyl (S)-(3-methyl-1-phenylbutan-2-yl)carbamate